5-Cyclobutoxy-N-((4,6-dimethyl-2-oxo-1,2-dihydropyridin-3-yl)methyl)-2-methyl-3-((tetrahydro-2H-pyran-4-yl)oxy)benzamide Methyl-2-(2-oxo-2,3-dihydrobenzo[d]oxazol-5-yl)acetate COC(CC=1C=CC2=C(NC(O2)=O)C1)=O.C1(CCC1)OC=1C=C(C(=C(C(=O)NCC=2C(NC(=CC2C)C)=O)C1)C)OC1CCOCC1